C(C=C)OCC(C(=O)OCOCC)=C ethoxymethyl α-allyloxymethylacrylate